2,2'-Methylenbis[4-Methyl-6-(1-methylethyl)phenol] C(C1=C(C(=CC(=C1)C)C(C)C)O)C1=C(C(=CC(=C1)C)C(C)C)O